C(#N)C1=C(C=C(C=C1)NC\C=C(/C)\N1N=CC(=C1)F)C(F)(F)F (E)-N-(4-cyano-3-(trifluoromethyl)phenyl)-3-(4-fluoro-1H-pyrazol-1-yl)but-2-enamine